4-(6-Aminobenzo[D]oxazol-2-yl)pyridinecarboxylic acid ethyl ester C(C)OC(=O)C1=NC=CC(=C1)C=1OC2=C(N1)C=CC(=C2)N